C(C1=CC=CC=C1)(=O)O.CC1=NC=C(C=C1)C1N(CCC1)C 2-Methyl-5-(1-methylpyrrolidin-2-yl)pyridine benzoate